(4-dimethylaminophenyl)(2-hydroxyphenyl)(2-thienyl)methane CN(C1=CC=C(C=C1)C(C=1SC=CC1)C1=C(C=CC=C1)O)C